((4-[5-(Trifluoromethyl)-1,2,4-oxadiazol-3-yl]phenyl)methyl)propanamide FC(C1=NC(=NO1)C1=CC=C(C=C1)CC(C(=O)N)C)(F)F